2-ethyl-1,3-hexanediol benzoate phenylglyoxylate C1(=CC=CC=C1)C(C(=O)OC(C(COC(C1=CC=CC=C1)=O)CC)CCC)=O